C(C)(=O)C1=C(NC(C(=N1)C(=O)O)=O)C 6-ACETYL-5-METHYL-3-OXO-3,4-DIHYDROPYRAZINE-2-CARBOXYLIC ACID